C1(=CC=CC=C1)NC=1N=NN(N1)CCC[Si](OCC)(OCC)OCC 5-phenylamino-2-[3-(triethoxysilyl)propyl]-2H-tetrazole